C1=C(C=C(C(=C1C(=O)O)NCCCCCCN)[N+](=O)[O-])[N+](=O)[O-] The molecule is an N-substituted diamine that consists of 1,6-hexanediamine bearing a 2,4-dinitro-6-carboxyphenyl substituent. It is a C-nitro compound, a member of benzoic acids and a N-substituted diamine. It derives from a hexane-1,6-diamine.